ClC1=NC=C2N(C(N(C2=N1)[C@@H]1CC[C@H](CC1)C#N)=O)C Trans-4-(2-chloro-7-methyl-8-oxo-7,8-dihydro-9H-purin-9-yl)cyclohexane-1-carbonitrile